2-[3-(2-(Cyclohexyloxycarbonylamino)-ethyl)-1H-indol-2-yl]-acetic acid isopropyl ester C(C)(C)OC(CC=1NC2=CC=CC=C2C1CCNC(=O)OC1CCCCC1)=O